COC1=C(C=CC(=C1)OC)CNC(=O)C1=CC2=C(C(=N1)C(=O)N/N=C/N(C)C)C=NN2C N-[(2,4-dimethoxyphenyl)methyl]-4-{(2E)-2-[(dimethylamino)methylidene]hydrazinecarbonyl}-1-methyl-1H-pyrazolo[4,3-c]pyridine-6-carboxamide